S(N)(OC[C@@H]1[C@H](C[C@@H](C1)NC1=NC=NC=C1C(=O)C=1SC=C(C1)[C@@H](O)C1=CC(=CC=C1)Cl)O)(=O)=O [(1R,2S,4R)-4-{[5-({4-[(S)-(3-chlorophenyl)(hydroxy)methyl]-2-thienyl} carbonyl)pyrimidin-4-yl]amino}-2-hydroxycyclopentyl]methyl sulfamate